O1CCN(CC1)CCOC1=C(C=C2C(=NC=NC2=C1)NC1=CC2=CC=CC=C2C=C1)[N+](=O)[O-] 7-(2-morpholinoethoxy)-N-(naphthalen-2-yl)-6-nitroquinazolin-4-amine